C(C)(C)(C)OC(=O)NCCCC[C@H](N)C(=O)N[C@@H](CC(=O)O)C(=O)O N6-(tert-butoxycarbonyl)lysylaspartic acid